(1R,2S,5R)-2-isopropyl-5-methyl-cyclohexanol C(C)(C)[C@H]1[C@@H](C[C@@H](CC1)C)O